Cl.N[C@@H]1[C@@H]2CC[C@@H](C2)C12C[C@H](CCC2)O (1S,3R,3'S,4R)-3-aminospiro[bicyclo[2.2.1]heptane-2,1'-cyclohexan]-3'-ol hydrochloride